N-(1-(3-fluorocyclobut-2-en-1-yl)-3-(pyridin-2-yl)-1H-pyrazol-4-yl)-2-(1H-pyrazol-4-yl)thiazole-4-carboxamide FC1=CC(C1)N1N=C(C(=C1)NC(=O)C=1N=C(SC1)C=1C=NNC1)C1=NC=CC=C1